4-phenyl-4H-naphthalene C1(=CC=CC=C1)C1CC=CC2=CC=CC=C12